(2-fluoro-5-hydroxyphenyl){6-[5-(o-tolyl)-1,3,4-oxadiazol-2-yl]-2-aza-2-spiro[3.3]heptyl}methanone FC1=C(C=C(C=C1)O)C(=O)N1CC2(C1)CC(C2)C=2OC(=NN2)C2=C(C=CC=C2)C